N(C(=O)N)CCC[SiH2][SiH2][SiH3] γ-ureidopropyl-trisilane